COC=1C=C(C=CC1OC)C1=NC(=NC=C1)N1CCNCC1 4-(3,4-Dimethoxy-phenyl)-2-piperazin-1-yl-pyrimidine